6,6-dimethyl-4-((E)-2-(pyridin-2-yl)vinyl)bicyclo[3.1.1]hept-3-en-2-one CC1(C2C(=CC(C1C2)=O)\C=C\C2=NC=CC=C2)C